BrC1=CC(=C(C(=C1O)[N+](=O)[O-])F)F 6-bromo-3,4-difluoro-2-nitrophenol